N1CC(C1)OCCCCNC(OC(C)(C)C)=O tert-Butyl (4-(azetidin-3-yloxy)butyl)carbamate